C(CCC)NC=1N=CC2=C(N(C(C=3C=C(C=CC23)CN2CCOCC2)=O)[C@@H]2CC[C@H](CC2)O)N1 trans-3-(Butylamino)-5-(4-hydroxycyclohexyl)-8-(morpholinomethyl)pyrimido[4,5-c]isoquinolin-6(5H)-one